FC=1C=C(C=C(C1)F)C1=CC=C(C=C1)S(=O)(=O)CC1CCN(CC1)C(=O)OC(C)(C)C tert-Butyl 4-(((3',5'-difluoro-[1,1'-biphenyl]-4-yl)sulfonyl)methyl)piperidine-1-carboxylate